C(C1=CC=CC=C1)OC(=O)N1CCC2(C(C1)(F)F)CCN(CC2)C=2C(=C(C(=O)O)C=CC2)NC 3-(3-benzyloxycarbonyl-5,5-difluoro-3,9-diazaspiro[5.5]undecan-9-yl)-2-(methylamino)benzoic acid